C(CCCCCCCCCCCCCCCCCCCCC)(=O)O.C(CCCCCCCCCCCCCCCCCCCCCCCCC)(=O)O cerotic acid behenate